(4S,5R)-5-((R)-5H-Imidazo[5,1-a]isoindol-5-yl)-4,5,6,7-tetrahydrobenzo[c][1,2,5]oxadiazol-4-ol C=1N=CN2C1C1=CC=CC=C1[C@H]2[C@@H]2[C@@H](C=1C(=NON1)CC2)O